BrCC=1C(=NN(C1)C1=CC=C(C=C1)Cl)C1=CC=CC=C1 (bromomethyl)-1-(4-chlorophenyl)-3-phenyl-1H-pyrazole